3-[5-Chloro-6-(acetylaminomethyl)pyridin-3-yl]azetidine-1-carboxylic acid tert-butyl ester C(C)(C)(C)OC(=O)N1CC(C1)C=1C=NC(=C(C1)Cl)CNC(C)=O